OCP(CO)CO tris(hydroxymethyl)-phosphine